tert-butyl 3-(2-(3-(((S)-2-amino-4-phenylbutanamido)methyl)-4-fluorophenoxy)ethyl)piperidine-1-carboxylate N[C@H](C(=O)NCC=1C=C(OCCC2CN(CCC2)C(=O)OC(C)(C)C)C=CC1F)CCC1=CC=CC=C1